[Cl-].C1(=CC=CC=C1)[N+](CCCCCCCCCCCCCCCCCC)(C)C phenyldimethyl-octadecyl-ammonium chloride